6-((1-(tert-butoxycarbonyl)piperidin-3-yl)(methyl)amino)nicotinic acid ethyl ester C(C)OC(C1=CN=C(C=C1)N(C)C1CN(CCC1)C(=O)OC(C)(C)C)=O